COC=1C=C(CN(C(=O)OCCOC2=CC=CC=N2)CC2=CC(=CC=C2)OC)C=CC1 6-[bis(3-methoxybenzyl)aminocarbonyloxyethoxy]pyridine